OC1=CC=C(C=C1)C=CC(=O)C1=CC=C(NC=2C(C3=CC=CC=C3C(C2N2CCCCC2)=O)=O)C=C1 2-[4-[3-(4-Hydroxyphenyl)prop-2-enoyl]anilino]-3-piperidin-1-ylnaphthalene-1,4-dione